Tert-butyl 3-(difluoromethyl)piperidine-1-carboxylate FC(C1CN(CCC1)C(=O)OC(C)(C)C)F